The molecule is a sulfonamide consisting of 6-ethoxypyridazine with a 4-aminobenzenesulfonamido group at the 3-position. Generally licensed for veterinary use only against bacterial infections, such as fowl cholera and salmonella infection. It has a role as an antibacterial agent. CCOC1=NN=C(C=C1)NS(=O)(=O)C2=CC=C(C=C2)N